NC1=NC=C(C2=C1C=NN2)NC(C(N2[C@H](CC([C@@H](C2)C)(F)F)C2=CC=CC=C2)=O)=O |r| N-(4-amino-1H-pyrazolo[4,3-c]pyridin-7-yl)-2-oxo-2-[rac-(2R,5R)-4,4-difluoro-5-methyl-2-phenyl-1-piperidyl]acetamide